NC=1C=CC(=C(C(=O)NCC(CC)(F)F)C1)Cl 5-amino-2-chloro-N-(2,2-difluorobutyl)benzamide